(R)-2-methylenetetrahydro-1H-pyrrole C=C1NCCC1